COC([C@H](NC(=O)OC(C)(C)C)C)=O Boc-D-alanine methyl ester